2-(3,5-dimethoxyphenyl)-5,7,8-trihydroxy-6-methoxychroman-4-one COC=1C=C(C=C(C1)OC)C1OC2=C(C(=C(C(=C2C(C1)=O)O)OC)O)O